7-(4-(1-methyl-1H-pyrazol-3-yl)benzyl)-2,3-dihydrofuro[3,2-b]pyridine-5-carboxylic acid methyl ester COC(=O)C1=CC(=C2C(=N1)CCO2)CC2=CC=C(C=C2)C2=NN(C=C2)C